CC1=CNC2=NC=C(C=C21)C=2C=C1CCN(CC1=C(C2)[C@H]2NCCC2)C(=O)C=2C(=NC(=NC2)C)C(F)(F)F (S)-(6-(3-methyl-1H-pyrrolo[2,3-b]pyridin-5-yl)-8-(pyrrolidin-2-yl)-3,4-dihydroisoquinolin-2(1H)-yl)(2-methyl-4-(trifluoromethyl)pyrimidin-5-yl)methanone